7-(2-chloro-5-fluoropyrimidin-4-yl)-1-isopropylquinolin-4(1H)-one ClC1=NC=C(C(=N1)C1=CC=C2C(C=CN(C2=C1)C(C)C)=O)F